OC1=C(C=CC=C1)C=1OC2=C(N1)C=CC=C2 o-hydroxyphenyl-benzoxazole